stearic acid benzenesulfonate C1(=CC=CC=C1)S(=O)(=O)O.C(CCCCCCCCCCCCCCCCC)(=O)O